C(#N)[C@@H]1C[C@@H](CC1)N(C(=O)[C@H]1[C@@H](CCC1)S(=O)(=O)C1=CC=C(C)C=C1)CC=1C=C2CCCC2=CC1 |o1:2,4| (1S,2R)-N-((1R*,3S*)-3-Cyanocyclopentyl)-N-((2,3-dihydro-1H-inden-5-yl)methyl)-2-tosylcyclopentane-1-carboxamide